ClC1=NC=C2N(C(N(C2=N1)C1CCC2(CC2)CC1)=O)C 2-chloro-7-methyl-9-(spiro[2.5]oct-6-yl)-7,9-dihydro-8H-purin-8-one